(S)-2-(1-oxo-6-((5-oxopyrrolidin-2-yl)methoxy)-1,2-dihydropyrido[3,4-g]isoquinolin-4-yl)acetamide O=C1NC=C(C=2C1=CC=1C=CN=C(C1C2)OC[C@H]2NC(CC2)=O)CC(=O)N